2-[(2R)-2-amino-3-methylbutanoyl]-5-({2-[(2R)-2-amino-3-methylbutanoyl]-1,3-dioxo-2,3-dihydro-1H-inden-5-yl}sulfonyl)-2,3-dihydro-1H-indene-1,3-dione N[C@@H](C(=O)C1C(C2=CC=C(C=C2C1=O)S(=O)(=O)C=1C=C2C(C(C(C2=CC1)=O)C([C@@H](C(C)C)N)=O)=O)=O)C(C)C